ClC1N(CCCC1)N1CCC(CC1)C=1C=C2C(=C(NC2=CC1)C1=CC(=C(C=C1)OC)OC)CC 2-chloro-1-(4-(2-(3,4-dimethoxyphenyl)-3-ethyl-1H-indol-5-yl)piperidin-1-yl)piperidine